The molecule is a triterpenoid alcohol that is a constituent of ambergris, an intestinal secretion of the sperm whale Physeter catodon. It has a role as a hypoglycemic agent and a mammalian metabolite. It is a triterpenoid and a tertiary alcohol. C/C(=C\\CC[C@@H]1[C@]2(CCCC([C@@H]2CC[C@@]1(C)O)(C)C)C)/CCC3C(=C)CCCC3(C)C